(3-guanidinopropyl)methacrylamide hydrochloride Cl.N(C(=N)N)CCCC=C(C(=O)N)C